FC(C1=C(C=CC(=C1)C(F)(F)F)C(C)N1N=CC(=C1)CCC=1SC(=NN1)C1=NC=CC=C1)(F)F (2-(1-(1-(2,4-bis(trifluoromethyl)phenyl)ethyl)-1H-pyrazol-4-yl)ethyl)-5-(pyridin-2-yl)-1,3,4-thiadiazole